BrC1=CC=C2C(=N1)C(CN2C2=CC(=C(C=C2)Cl)F)(CC)CC 5-bromo-1-(4-chloro-3-fluorophenyl)-3,3-diethyl-2,3-dihydro-1H-pyrrolo[3,2-b]pyridine